C(N)(=N)C=1SC=CC1 carbamimidoylthiophen